N-(3''-fluoro-4''-((((1S,2R)-2-hydroxycyclopentyl)amino)methyl)-5''-methoxy-2,2'-dimethyl-[1,1':3',1''-terphenyl]-3-yl)-1-methyl-6-oxo-1,6-dihydropyrimidine-5-carboxamide FC=1C=C(C=C(C1CN[C@@H]1[C@@H](CCC1)O)OC)C=1C(=C(C=CC1)C1=C(C(=CC=C1)NC(=O)C1=CN=CN(C1=O)C)C)C